4-(2,2,2-Trifluoro-1,1-Dimethyl-ethoxy)aniline FC(C(OC1=CC=C(N)C=C1)(C)C)(F)F